Butyric Acid C(CCC)(=O)O